tert-butyl 4-(2-(2,8-dimethylimidazo[1,2-b]pyridazin-6-yl)-7-oxothiazolo[4,5-d]pyrimidin-6(7H)-yl)piperidine-1-carboxylate CC=1N=C2N(N=C(C=C2C)C=2SC3=C(N=CN(C3=O)C3CCN(CC3)C(=O)OC(C)(C)C)N2)C1